COC1=CC=C(C=C1)S(=O)(=O)C1(CCCC1)C(=O)O 1-(4-methoxy-benzenesulfonyl)cyclopentanecarboxylic acid